[1-[4-[methyl(tetrahydropyran-4-yl)amino]-5-oxido-6,7-dihydro-thieno[3,2-d]pyrimidin-5-ium-2-yl]azetidin-3-yl] 1-methylpyrazole-3-carboxylate CN1N=C(C=C1)C(=O)OC1CN(C1)C=1N=C(C2=C(N1)CC[S+]2[O-])N(C2CCOCC2)C